6-(6-(1-(8-cyclobutyl-8-azabicyclo[3.2.1]octan-3-yl)piperidin-4-yl)-1,4-dimethyl-1H-benzo[d]imidazol-2-yl)-8-methoxy-[1,2,4]triazolo[1,5-a]pyridine C1(CCC1)N1C2CC(CC1CC2)N2CCC(CC2)C=2C=C(C1=C(N(C(=N1)C=1C=C(C=3N(C1)N=CN3)OC)C)C2)C